3-chloro-4-((3,5-difluoropyridin-2-yl)methoxy)-5',6-dimethyl-2'-(2-(4-methylpiperazin-1-yl)pyrimidin-4-yl)-2H-[1,4'-bipyridin]-2-one ClC=1C(N(C(=CC1OCC1=NC=C(C=C1F)F)C)C1=CC(=NC=C1C)C1=NC(=NC=C1)N1CCN(CC1)C)=O